2-chloro-9-phenyl-6-(3-(m-tolyl)-1H-pyrazol-1-yl)-9H-purine ClC1=NC(=C2N=CN(C2=N1)C1=CC=CC=C1)N1N=C(C=C1)C=1C=C(C=CC1)C